4,4'-dimethyl-oxybenzophenone COC1=CC=C(C(=O)C2=CC=C(C=C2)OC)C=C1